BrC=1C(=CC(=C(C1)C(C)=O)O)OC 1-[5-bromo-2-hydroxy-4-(methoxy)phenyl]ethanone